3-Chloro-8-ethyl-6-(3-oxa-7-azabicyclo[3.3.1]nonane-7-carbonyl)pyrido[2,3-c]pyridazin-5-one ClC1=CC2=C(N=N1)N(C=C(C2=O)C(=O)N2CC1COCC(C2)C1)CC